(rac)-1-[3-(3-methyl-1H-1,2,4-triazol-1-yl)pyrazin-2-yl]ethan-1-ol CC1=NN(C=N1)C=1C(=NC=CN1)[C@@H](C)O |r|